4-((2S,5R)-2,5-Dimethylpiperazin-1-yl)-2-methyl-1-(((S)-tetrahydrofuran-2-yl)methyl)-1H-imidazo[4,5-e][1,2,4]triazolo[4,3-a]pyridine Hydrochloride Cl.C[C@@H]1N(C[C@H](NC1)C)C1=CC=2N(C3=C1N=C(N3C[C@H]3OCCC3)C)C=NN2